C(#N)C1=CC(=C(C=C1)N1CC(N(C2(CC(C2)NC(=O)NC)C1=O)CC1=CC=C(C=C1)C(F)(F)F)=O)F 1-(8-(4-cyano-2-fluorophenyl)-6,9-dioxo-5-(4-(trifluoromethyl)benzyl)-5,8-diazaspiro[3.5]nonan-2-yl)-3-methylurea